1-(3-methoxyphenyl)-3-(2-phenylbenzo[d]oxazol-6-yl)urea COC=1C=C(C=CC1)NC(=O)NC1=CC2=C(N=C(O2)C2=CC=CC=C2)C=C1